ClC1=CC=C2C=CC=C3CC(C1=C32)=O 8-chloroacenaphthylen-1(2H)-one